(3-CHLORO-4-METHYLPHENYL)ACETALDEHYDE ClC=1C=C(C=CC1C)CC=O